FC=1C=C(C2=C(N(C(=N2)CN2C(C(=CC=C2)[N+](=O)[O-])=O)COCC[Si](C)(C)C)C1)OC(C(F)F)(F)F 1-((6-fluoro-4-(1,1,2,2-tetrafluoroethoxy)-1-((2-(trimethylsilyl)-ethoxy)methyl)-1H-benzo[d]imidazol-2-yl)methyl)-3-nitropyridin-2(1H)-one